ClC1=C(C=CC(=C1)Cl)NC(=O)C=1OC(=CC1)CN1N=C(C=C1C(F)(F)F)C(F)(F)F N-(2,4-dichlorophenyl)-5-((3,5-bistrifluoromethyl-1H-pyrazol-1-yl)methyl)furan-2-carboxamide